C1(=CC=C(C=C1)C=1C=CC=2C=3C=C4C(=CC3C(C2C1)(C)C)C=CC=C4)C4=CC=CC=C4 2-([1,1'-biphenyl]-4-yl)-11,11-dimethyl-11H-benzo[b]fluorene